tert-Butyl 4-[2-cyano-5-(2-methylprop-1-enyl)phenyl]-3,6-dihydro-2H-pyridine-1-carboxylate C(#N)C1=C(C=C(C=C1)C=C(C)C)C=1CCN(CC1)C(=O)OC(C)(C)C